OC=1C=C(C=CC1O)N[C@@H](C)C(=O)O (3,4-dihydroxyphenyl)-alanine